(E)-3-(2-pyridyl)prop-2-enoate N1=C(C=CC=C1)/C=C/C(=O)[O-]